C1=CC=C(C=C1)C[C@H](C(=O)[O-])O The molecule is a (2R)-2-hydroxy monocarboxylic acid anion resulting from the removal of a proton from the carboxylic acid group of (R)-3-phenyllactic acid. It is a 3-phenyllactate and a (2R)-2-hydroxy monocarboxylic acid anion. It is a conjugate base of a (R)-3-phenyllactic acid. It is an enantiomer of a (S)-3-phenyllactate.